C(C)(C)(C)OC(=O)N1CC(CC1)N1C(C2=C(C=C(C=C2C=C1)Br)F)=O.[13CH3][13C](C)=CCC\C(\C)=C\CO Geraniol-13C2 tert-butyl-3-(6-bromo-8-fluoro-1-oxo-2-isoquinolyl)pyrrolidine-1-carboxylate